4-[1-(difluorometh-yl)pyrrolo[2,3-b]pyridin-4-yl]-7-[[5-(4-hydroxy-1-piperidyl)-2-pyridyl]amino]-2,3-dihydropyrrolo[3,4-c]pyridin-1-one FC(N1C=CC=2C1=NC=CC2C2=NC=C(C1=C2CNC1=O)NC1=NC=C(C=C1)N1CCC(CC1)O)F